3-(6-Fluoro-2-methyl-1,2,3,4-tetrahydroisochinolin-7-yl)-5-(2-fluoro-6-methylphenyl)-1H-pyrazolo[4,3-c]pyridazin-6(5H)-on FC=1C=C2CCN(CC2=CC1C1=NNC=2C1=NN(C(C2)=O)C2=C(C=CC=C2C)F)C